NOC(C(=O)OC(C)(C)C)(COC1=CC=C(C=C1)C=1C=NN(C1)CCCNC(=O)OC(C)(C)C)C tert-butyl 2-(aminooxy)-3-(4-(1-(3-((tert-butoxycarbonyl)amino)propyl)-1H-pyrazol-4-yl)phenoxy)-2-methylpropanoate